6-methoxy-2-methylpyrido[3,4-d]pyrimidin-4-yl 2,4,6-triisopropylbenzenesulfonate C(C)(C)C1=C(C(=CC(=C1)C(C)C)C(C)C)S(=O)(=O)OC=1C2=C(N=C(N1)C)C=NC(=C2)OC